NC1=C(C=C(C#N)C=C1[N+](=O)[O-])C 4-amino-3-methyl-5-nitrobenzonitrile